COC=1C=C(C=C(C1)N(C)CCOC)N 5-methoxy-N1-(2-methoxyethyl)-N1-methylbenzene-1,3-diamine